N-(1-ethylpiperidin-4-yl)-N-(propan-2-yl)-2-[1-(pyridin-2-yl)-1H-pyrazol-4-yl]-1,3-thiazole-4-carboxamide C(C)N1CCC(CC1)N(C(=O)C=1N=C(SC1)C=1C=NN(C1)C1=NC=CC=C1)C(C)C